C(C1=CC=CC=C1)OC1=C(C=C(C=C1)O)OC 4-(benzyloxy)-3-methoxyphenol